2,4,6-tris(4-aminophenyl)-1,3,5-Triazine NC1=CC=C(C=C1)C1=NC(=NC(=N1)C1=CC=C(C=C1)N)C1=CC=C(C=C1)N